FC(CC(C(F)(F)OC(C(CC(C(F)(F)F)(F)F)(F)F)(F)F)(F)F)(C(F)(F)F)F 2,2,3,3,3-pentafluoropropyl-1,1,2,2-tetrafluoroethyl ether